L-glutamic acid aluminum [Al].N[C@@H](CCC(=O)O)C(=O)O